3-(6-chloropyridin-2-yl)-N-(5-(3-(6-chloropyridin-2-yl)propanoyl)-1-(4-methoxybenzyl)-4-oxo-4,5-dihydro-1H-pyrazolo[4,3-c][1,7]naphthyridin-3-yl)propanamide ClC1=CC=CC(=N1)CCC(=O)NC1=NN(C2=C1C(N(C=1C=NC=CC21)C(CCC2=NC(=CC=C2)Cl)=O)=O)CC2=CC=C(C=C2)OC